Methyl (2-(6-chloro-1-cyclopropoxy-2,7-naphthyridin-4-yl)propan-2-yl)glycinate Potassium carbonate C([O-])([O-])=O.[K+].ClC=1C=C2C(=CN=C(C2=CN1)OC1CC1)C(C)(C)NCC(=O)OC.[K+]